(13S,14S,17R)-13-methyl-11,12,14,15,16,17-hexahydrocyclopenta[a]phenanthrene-3,17-diol C[C@@]12[C@@H](CC[C@H]1C1=CC=C3C=C(C=CC3=C1CC2)O)O